(E)-8-(4-chloro-1,2,6-trimethyl-1H-benzo[d]imidazol-5-yl)-3-(4-(4-chlorobut-2-enamido)-3,5-difluorobenzoyl)-N,N-dimethylindolizine-1-carboxamide ClC1=C(C(=CC=2N(C(=NC21)C)C)C)C2=CC=CN1C(=CC(=C21)C(=O)N(C)C)C(C2=CC(=C(C(=C2)F)NC(\C=C\CCl)=O)F)=O